ONC(CC1=CC=C(C=C1)OC(F)(F)F)=N N-hydroxy-2-(4-(trifluoromethoxy)phenyl)acetimidamide